C(#N)C=1C=NC(=NC1)N[C@H]1CN(CC1)C1=NC(=CC2=CC(=CC=C12)NC(C=C)=O)N1CCOCC1 (R)-N-(1-(3-((5-cyanopyrimidin-2-yl)amino)pyrrolidin-1-yl)-3-morpholinoisoquinolin-6-yl)acrylamide